C(C)(C)(C)OC(=O)N1[C@H](CC(C1)(O)CC)C(NC1=C(C=CC(=C1)C(CCC1CC1)(C1=NC=CC=C1)N[S@@](=O)C(C)(C)C)F)=O (2R)-2-(5-((+)-3-cyclopropyl-1-((S)-1,1-dimethylethylsulfinamido)-1-(pyridin-2-yl)propyl)-2-fluorophenylcarbamoyl)-4-ethyl-4-hydroxy-pyrrolidine-1-carboxylic acid tert-butyl ester